(1R,4s)-4-(2-((3R,4S)-3-methyltetrahydro-2H-pyran-4-ylamino)-8-(2,4,6-trichlorophenylamino)-9H-purin-9-yl)cyclohexanecarboxamide C[C@H]1COCC[C@@H]1NC1=NC=C2N=C(N(C2=N1)C1CCC(CC1)C(=O)N)NC1=C(C=C(C=C1Cl)Cl)Cl